ClC=1C(N(C(=CC1OC([2H])([2H])C1=NC=C(C=C1F)F)C)C1=CC(=NC=C1C)N1N=C(C=C1)S(=O)(=O)C)=O 3-chloro-4-((3,5-difluoropyridin-2-yl)methoxy-d2)-5',6-dimethyl-2'-(3-(methylsulfonyl)-1H-pyrazol-1-yl)-2H-[1,4'-bipyridin]-2-one